3-(3,4-dihydroxyphenyl)propanal (R)-ethyl-3-(1-amino-3-((tert-butoxycarbonyl)amino)propyl)benzoate C(C)OC(C1=CC(=CC=C1)[C@@H](CCNC(=O)OC(C)(C)C)N)=O.OC=1C=C(C=CC1O)CCC=O